C1(=CC(=CC=C1)CCC(=O)Cl)C 3-(m-tolyl)propanoyl chloride